C[N+](CCCCCCCCCCCCCCCCCC)(C)C Trimethylstearyl-ammonium